N-methyl-1-(5-(4-(trifluoromethyl)benzyl)octahydro-pyrrolo[3,4-c]pyrrole-2-carbonyl)-1H-pyrazole-3-carboxamide CNC(=O)C1=NN(C=C1)C(=O)N1CC2CN(CC2C1)CC1=CC=C(C=C1)C(F)(F)F